C(C)(C)(C)OC(=O)N1CC=C(C1)C1=C(C=2N=CN=C(C2N1C1=CC(=C(C=C1)OC1=NC=CC(=N1)C)F)N)Br 4-(4-amino-7-bromo-5-(3-fluoro-4-((4-methylpyrimidin-2-yl)oxy)phenyl)-5H-pyrrolo[3,2-d]pyrimidin-6-yl)-2,5-dihydro-1H-pyrrole-1-carboxylic acid tert-butyl ester